C1(=CC=CC=C1)C=1C2=C(N=CN1)N(C=C2)CCCCCNC(=N)N 1-(5-(4-phenyl-7H-pyrrolo[2,3-d]pyrimidin-7-yl)pentyl)guanidine